(R)-6-(5-chloro-2,4-dihydroxyphenyl)-1-(1-hydroxy-3-methylbutan-2-yl)-4-oxo-1,4-dihydropyridine-3-carboxylic acid ethyl ester C(C)OC(=O)C1=CN(C(=CC1=O)C1=C(C=C(C(=C1)Cl)O)O)[C@@H](CO)C(C)C